COC(C(C)(C)N=NC(C(=O)OC)(C)C)=O azodiisobutyric acid dimethyl ester